CS(=O)(=O)OC1=CC(=CC2=C1C=C(O2)C=2N=C1N(N=C(C=C1)C)C2)OC (6-methoxy-2-(6-methylimidazo[1,2-b]pyridazin-2-yl) benzofuran-4-yl) methanesulfonate